2-((S)-1-acryloyl-4-(6-((8-hydroxynaphthalen-1-yl)methyl)-2-(((S)-1-methylpyrrolidin-2-yl)methoxy)-6,7-dihydro-5H-pyrrolo[3,4-d]pyrimidin-4-yl)piperazin-2-yl)acetonitrile C(C=C)(=O)N1[C@H](CN(CC1)C=1C2=C(N=C(N1)OC[C@H]1N(CCC1)C)CN(C2)CC2=CC=CC1=CC=CC(=C21)O)CC#N